The molecule is a triacyl-sn-glycerol in which the acyl groups at positions 1 and 2 are specified as oleoyl while that at position 3 is specifed as stearoyl. It derives from an oleic acid and an octadecanoic acid. CCCCCCCCCCCCCCCCCC(=O)OC[C@@H](COC(=O)CCCCCCC/C=C\\CCCCCCCC)OC(=O)CCCCCCC/C=C\\CCCCCCCC